7-Bromoisochroman BrC1=CC=C2CCOCC2=C1